β-Isohexadecene Sodium [Na].CC=CCCCCCCCCCCC(C)C